(2Z)-2-{[7-amino-4-(3-methyl-1H-indazol-5-yl)-1-oxo-2,3-dihydro-1H-isoindol-2-yl]methyl}but-2-enenitrile NC=1C=CC(=C2CN(C(C12)=O)C/C(/C#N)=C/C)C=1C=C2C(=NNC2=CC1)C